1-octyl-2-methylimidazolium C(CCCCCCC)N1C(=[NH+]C=C1)C